NC1=C(C(=O)NC2CCCCC2)C=C(C=N1)C1=CC=C(C=C1)OCCCN1CCCCC1 2-amino-N-cyclohexyl-5-(4-(3-(piperidin-1-yl)propoxy)phenyl)nicotinamide